ClC1=CC=C(CNC(=O)C2=CC(=C3N(CCN(C3=O)CCCS(=O)(=O)C)C2=O)C(F)(F)F)C=C1 N-(4-chlorobenzyl)-2-(3-(methyl-sulfonyl)propyl)-1,6-dioxo-9-(trifluoromethyl)-1,3,4,6-tetrahydro-2H-pyrido[1,2-a]pyrazine-7-carboxamide